4H-1,2,4-triazol-3-yl-piperazine-1-carboxylate N=1N=C(NC1)OC(=O)N1CCNCC1